BrC=1C=CC(=C(C1)C(C(=O)O)N1C(C(=CC(=C1)CCN1CC(C1)F)C)=O)F (5-bromo-2-fluorophenyl)({5-[2-(3-fluoroazetidin-1-yl)ethyl]-3-methyl-2-oxopyridin-1-yl})acetic acid